C1(CCC1)C(C1=NC=CC(=C1)OC1=C(C=C(COC=2C=C3N(C(N2)=O)C[C@@H]2N3CCC2)C=C1F)F)(F)F (R)-3-((4-((2-(cyclobutyldifluoromethyl)pyridin-4-yl)oxy)-3,5-difluorobenzyl)oxy)-7,8,8a,9-tetrahydro-1H,6H-pyrrolo[1',2':3,4]imidazo[1,2-c]pyrimidin-1-one